3-(5-((4-(3,5-dichloropyridin-2-yl)piperazin-1-yl)methyl)-1-oxoisoindolin-2-yl)piperidine-2,6-dione ClC=1C(=NC=C(C1)Cl)N1CCN(CC1)CC=1C=C2CN(C(C2=CC1)=O)C1C(NC(CC1)=O)=O